6-(4-((2s,5S)-1-acetyl-4-acryloyl-5-(hydroxymethyl)piperazin-2-yl)-6-chloropyridin-2-yl)-N-methylpyrimidine-4-carboxamide C(C)(=O)N1[C@H](CN([C@@H](C1)CO)C(C=C)=O)C1=CC(=NC(=C1)Cl)C1=CC(=NC=N1)C(=O)NC